OCC(=O)N1CCC(CC1)N1N=CC(=C1)C1=CC=C(C=C1)NC1=NC=C(C(=N1)NC1=C(C(=O)NC([2H])([2H])[2H])C=CC=C1)C(F)(F)F 2-({2-[(4-{1-[1-(2-hydroxyacetyl)piperidin-4-yl]pyrazol-4-yl}phenyl)amino]-5-(trifluoromethyl)pyrimidin-4-yl}amino)-N-(trideuteriomethyl)benzamide